C(C#CCC)N1C2=C(C=3C1=NC=CC3)CCN(C2)C(=O)OC(C)(C)C 2-Methyl-2-propanyl 9-(2-pentyn-1-yl)-5,6,8,9-tetrahydro-7H-pyrido[4',3':4,5]pyrrolo[2,3-b]Pyridine-7-carboxylate